(R)-4-(3-(8-amino-5-methylpyrido[3,4-d]pyrimidin-2-yl)phenyl)-2-(thiazol-2-yl)but-3-yn-2-ol NC1=NC=C(C2=C1N=C(N=C2)C=2C=C(C=CC2)C#C[C@@](C)(O)C=2SC=CN2)C